C1(=CC=CC2=CC=CC=C12)C1=CC=CC2=CC=CC=C12 1,1'-Binaphthalin